C(CCCC)C1CCCC(O1)=O 6-pentyltetrahydro-2H-pyran-2-one